3-((4-Methyl-3-(5-(1-(naphthalen-1-yl)ethyl)-1,2,4-oxadiazol-3-yl)phenyl)amino)cyclohexane-1-carboxylic acid CC1=C(C=C(C=C1)NC1CC(CCC1)C(=O)O)C1=NOC(=N1)C(C)C1=CC=CC2=CC=CC=C12